BrC=1C=C2C(=C(NC2=CC1)CO)SC1=C(C=CC=C1)Br (5-bromo-3-((2-bromophenyl)thio)-1H-indol-2-yl)methanol